O[C@@]1(C(N(CC1)C)=O)C=1C=NN(C1)C=1C=C(C=CC1)C1=CC=CC(=N1)C(=O)N (R)-6-(3-(4-(3-Hydroxy-1-methyl-2-oxopyrrolidin-3-yl)-1H-pyrazol-1-yl)phenyl)picolinamide